C(#N)C=1N=C2CC(CN(C2=CC1)C1=CC=C(C=C1)C(F)(F)F)CNC(C)=O N-((6-cyano-1-(4-(trifluoromethyl)phenyl)-1,2,3,4-tetrahydro-1,5-naphthyridin-3-yl)methyl)acetamide